ClC=1C=NC(=C(C(=O)NC2CCC(CC2)CN2C(C(C3=CC=CC=C23)(O)C2=C(C=NC=C2)F)=O)C1)C(F)F 5-chloro-2-(difluoromethyl)-N-((1r,4r)-4-((3-(3-fluoropyridin-4-yl)-3-hydroxy-2-oxoindolin-1-yl)methyl)cyclohexyl)nicotinamide